OB1OC2=C(C[C@@H]1NC([C@@H](C1=CC=C(C=C1)P(=O)(O)O)NC(=O)C=1C(N(C=CC1)C)=O)=O)C=CC=C2C(=O)O (R)-2-hydroxy-3-((R)-2-(1-methyl-2-oxo-1,2-dihydropyridine-3-carboxamido)-2-(4-phosphonophenyl)acetamido)-3,4-dihydro-2H-benzo[e][1,2]oxaborinine-8-carboxylic acid